F[C@@H]1C[C@H](N(C1)C(C(C(C)C)O)=O)C(=O)N[C@H](C1=CC=C(C=C1)C(C)C)C1=CC=CC=C1 (2S,4R)-4-fluoro-1-(2-hydroxy-3-methylbutanoyl)-N-[(S)-phenyl[4-(propan-2-yl)phenyl]methyl]pyrrolidine-2-carboxamide